2-(7-methyl-2,3-dihydro-4H-benzo[b][1,4]thiazin-4-yl)acetic acid CC=1C=CC2=C(SCCN2CC(=O)O)C1